tert-butyl-4-(3-((4-amino-7-methyl-5-(3-methyl-4-phenoxyphenyl)-7H-pyrrolo[2,3-d]pyrimidin-6-yl)ethynyl)azetidin-1-yl)piperidine-1-carboxylate C(C)(C)(C)OC(=O)N1CCC(CC1)N1CC(C1)C#CC1=C(C2=C(N=CN=C2N)N1C)C1=CC(=C(C=C1)OC1=CC=CC=C1)C